BrC1=CC=CC=2N1C=CN2 5-bromoimidazo[1,2-a]Pyridine